C1(CCCC1)C1=CC=C(OC2=C(N=NN2)C(=O)O)C=C1 5-(4-cyclopentylphenoxy)-1H-1,2,3-triazole-4-carboxylic acid